FC=1C=C(C=CC1OC1=C2C(=NC=C1)NC(N2C(C)C)=O)C2=NN(C(=C2C(=O)N)C(F)(F)F)C2=CC=C(C=C2)C (3-fluoro-4-((1-isopropyl-2-keto-2,3-dihydro-1H-imidazo[4,5-b]pyridin-7-yl)oxy)phenyl)-1-(p-tolyl)-5-(trifluoromethyl)-1H-pyrazole-4-carboxamide